3-[rac-(2R)-2-(6-methoxy-1,3-benzothiazol-2-yl)-2-[(3-oxo-4H-1,4-benzoxazin-6-yl)sulfonylamino]ethyl]benzamidine hydrochloride Cl.COC1=CC2=C(N=C(S2)[C@@H](CC=2C=C(C(=N)N)C=CC2)NS(=O)(=O)C=2C=CC3=C(NC(CO3)=O)C2)C=C1 |r|